bornyl p-coumarate C(\C=C\C1=CC=C(C=C1)O)(=O)OC1C2(CCC(C1)C2(C)C)C